CC(=C)C(=C(C)C)C 2,3,4-trimethyl-penta-1,3-diene